barium hydroxybutyrate OC(C(=O)[O-])CC.[Ba+2].OC(C(=O)[O-])CC